[(4R)-4-(cyclopropylmethyl)-1-[(1R)-1-[3-[[(1R,2R)-2-hydroxyindan-1-yl]carbamoyl]phenyl]butyl]-6-oxo-4-phenyl-hexahydropyrimidin-2-ylidene]ammonium C1(CC1)C[C@]1(NC(N(C(C1)=O)[C@H](CCC)C1=CC(=CC=C1)C(N[C@H]1[C@@H](CC2=CC=CC=C12)O)=O)=[NH2+])C1=CC=CC=C1